COC(C1=C(C=C(C(=C1)F)C#N)C)=O 4-cyano-5-fluoro-2-methylbenzoic acid methyl ester